CC1=C(OC2=CC(=CC(=C2)OC2=C(C=C(C=C2)N)C)OC2=C(C=C(C=C2)N)C)C=CC(=C1)N 1,3,5-tris(2-methyl-4-aminophenoxy)benzene